1-(3,4-bis(methoxy-d3)benzyl)-3-(2-isopropylphenyl)piperazine C(OC=1C=C(CN2CC(NCC2)C2=C(C=CC=C2)C(C)C)C=CC1OC([2H])([2H])[2H])([2H])([2H])[2H]